C(C1=CC=CC=C1)OC1=NC(=NC=C1C1=CCN(CC1)C(=O)OC(C)(C)C)Cl Tert-butyl 4-(4-(benzyloxy)-2-chloropyrimidin-5-yl)-5,6-dihydropyridine-1(2H)-carboxylate